FC=1C=C(C=C(C1)F)C1CC=NN1C(=O)C12CC(C1)(C2)COC=2C=NOC2 (5-(3,5-difluorophenyl)-4,5-dihydro-1H-pyrazol-1-yl)(3-((isoxazol-4-yloxy)methyl)bicyclo[1.1.1]pentan-1-yl)methanone